C(C=NC1=C(C=CC=C1)O)=NC1=C(C=CC=C1)O 2,2'-(ethane-1,2-diylidenebis(azanylylidene))diphenol